[C@H]12COCC(CNC1)N2C2=NC=C1C(=N2)N(N=C1C=1C(=C(C(=C(C1)C(F)(F)F)F)O)F)C 3-(6-((1R,54S)-3-oxa-7,9-diazabicyclo[3.3.1]nonan-9-yl)-1-methyl-1H-pyrazolo[3,4-d]pyrimidin-3-yl)-2,6-difluoro-5-(trifluoromethyl)phenol